N(=[N+]=[N-])CCCC[C@H](NC(OC(C)(C)C)=O)C(NCCOCCOCCOCCOCCC(=O)OCC1=CC=CC=C1)=O benzyl (S)-6-(4-azidobutyl)-2,2-dimethyl-4,7-dioxo-3,11,14,17,20-pentaoxa-5,8-diazatricosan-23-oate